CNC(C1=CC(=CC=C1)NC1=C(N=C2N1C=CN=C2)C2=CC=C(C=C2)SC)=O N-methyl-3-[[2-(4-methylsulfanylphenyl)imidazo[1,2-a]pyrazin-3-yl]amino]benzamide